N-[[2-(3-Ethylsulfonyl-2-pyridyl)-1,3-benzoxazol-5-yl]oxo(trifluoromethyl)-λ6-sulfanyliden]acetamid C(C)S(=O)(=O)C=1C(=NC=CC1)C=1OC2=C(N1)C=C(C=C2)S(=NC(C)=O)(C(F)(F)F)=O